O(C1=CC=CC=C1)C1=CC=C(C=C1)C1=NN(C2=NC=NC(=C21)N)C2CNCC2 (1S)-3-(4-phenoxyphenyl)-1-pyrrolidin-3-yl-pyrazolo[3,4-d]pyrimidin-4-amine